ClC1=C(C(=O)N(C)C)C=CC(=C1)C=1SC(=NN1)C1CCN(CC1)S(=O)(=O)C1=C(C=CC=C1)Cl 2-chloro-4-(5-(1-(2-chlorophenylsulfonyl)piperidin-4-yl)-1,3,4-thiadiazol-2-yl)-N,N-dimethylbenzamide